2-(2-fluoro-4-(6-((2-fluoro-4-(methoxymethyl)benzyl)oxy)pyridin-2-yl)benzyl)-1-(2-methoxyethyl)-1H-benzo[d]imidazole-6-carboxylic acid FC1=C(CC2=NC3=C(N2CCOC)C=C(C=C3)C(=O)O)C=CC(=C1)C1=NC(=CC=C1)OCC1=C(C=C(C=C1)COC)F